COC1=NC(=NC=C1C1OC12CCN(CC2)C(C[C@@H](C)C2=CC=CC=C2)=O)C2=CC=CC=C2 (3R)-1-(2-(4-methoxy-2-phenylpyrimidin-5-yl)-1-oxa-6-azaspiro[2.5]Oct-6-yl)-3-phenylbutan-1-one